FC1=C2C=3C=CC=CC3C3(C2=CC=C1)C1=CC=CC=C1C=1C=CC=CC13 5-fluoro-9,9'-spirobi[fluorene]